FC=1C=C(C(=O)NC)C=C(C1F)C=1C=NN2C1N=C(C(=C2)C2=CC=C(C=C2)N2CCN(CC2)C)O[C@@H]2COCC2 (S)-3,4-Difluoro-N-methyl-5-(6-(4-(4-methylpiperazin-1-yl)phenyl)-5-((tetrahydrofuran-3-yl)oxy)pyrazolo[1,5-a]pyrimidin-3-yl)benzamide